(Z)-N-((3-chloro-2,6-diisopropylphenyl)carbamoyl)-4-(hydroxyimino)-4,5,6,7-tetrahydrobenzofuran-2-sulfonamide ClC=1C(=C(C(=CC1)C(C)C)NC(=O)NS(=O)(=O)C=1OC2=C(C1)\C(\CCC2)=N/O)C(C)C